ClC1=C(C=CC(=C1F)F)C1N=C(NC(=C1C(=O)OC)[C@@H]1CC[C@H](CC1)NS(=O)(=O)C1CN(C1)C)C=1SC=CN1 (trans)-Methyl 4-(2-chloro-3,4-difluorophenyl)-6-(4-(1-methylazetidine-3-sulfonamido)cyclohexyl)-2-(thiazol-2-yl)-1,4-dihydropyrimidine-5-carboxylate